Sodium dimethylolbutanoate C(O)C(C(=O)[O-])(CC)CO.[Na+]